C(C)(C)SCSC1=C(C#N)C(=CC(=N1)C=1SC=CN1)C1=CC=CC=C1 2-(((Isopropylthio)methyl)thio)-4-phenyl-6-(thiazol-2-yl)nicotinonitrile